FC(C1=C(N)C=CC(=C1)C(C(F)(F)F)(C(F)(F)F)F)(F)F 2-trifluoromethyl-4-(1,1,1,2,3,3,3-heptafluoroprop-2-yl)aniline